5-(3-methyl-pyridin-2-yl)-N-(pyridin-2-yl)-1,3,4-oxadiazol-2-amine CC=1C(=NC=CC1)C1=NN=C(O1)NC1=NC=CC=C1